C1(C=CC(N1C=1C=C(OC2=CC=C(C=C2)CC2=CC=C(C=C2)OC2=CC(=CC=C2)N2C(C=CC2=O)=O)C=CC1)=O)=O bis(4-(3-maleimidophenoxy)phenyl)methane